N-(beta-aminoethyl)-gamma-aminopropyl-methyl-dimethoxyl-silane NCCNCCC[Si](OC)(OC)C